C(CCCCCCCCCCC)SCC1=C(C(=CC(=C1)CCCCCCCCC)CSCCCCCCCCCCCC)O 2,6-bis(dodecylthiomethyl)-4-nonylphenol